BrC1=CC=C(OCC2=C(C=CC=C2)F)C=C1 1-[(4-bromophenoxy)methyl]-2-fluorobenzene